aminobutyl phosphate P(=O)(OCCCCN)([O-])[O-]